5-(4-amino-1H-pyrazol-1-yl)-N-((6-methoxy-2,2-dimethyl-2,3-dihydrobenzofuran-7-yl)sulfonyl)quinoline-2-carboxamide NC=1C=NN(C1)C1=C2C=CC(=NC2=CC=C1)C(=O)NS(=O)(=O)C1=C(C=CC=2CC(OC21)(C)C)OC